1-((9H-fluoren-9-yl) methyl) 4-tert-butyl 6-oxotetrahydro-1H-pyrrolo[3,2-c]isoxazole-1,4(5H)-dicarboxylate O=C1CN(C2C1N(OC2)C(=O)OCC2C1=CC=CC=C1C=1C=CC=CC21)C(=O)OC(C)(C)C